4,8-dibromo-2,6-bis(cyanomethyl)benzo[1,2-d:4,5-d']-bisoxazole BrC1=C2C(N=C(O2)CC#N)=C(C2=C1N=C(O2)CC#N)Br